(R)-5-(1-(2,2-difluoroethyl)-1H-benzo[d][1,2,3]triazol-6-yl)-4-methoxy-N-(1-(oxetan-3-yl)ethyl)pyrrolo[2,1-f][1,2,4]triazin-2-amine FC(CN1N=NC2=C1C=C(C=C2)C=2C=CN1N=C(N=C(C12)OC)N[C@H](C)C1COC1)F